FC=1C=C(C=CC1)B(O)O 3-fluorophenyl-boronic acid